N-[4-(4-methylsulfonylpiperidine-1-carbonyl)-3-pyrrolidin-1-ylphenyl]cyclopropanecarboxamide CS(=O)(=O)C1CCN(CC1)C(=O)C1=C(C=C(C=C1)NC(=O)C1CC1)N1CCCC1